3-(4-cyclopropylpiperazin-1-yl)-1-(4-(4-fluorophenyl)-3,4-dihydroquinoxaline-1(2H)-yl)propan-1-one C1(CC1)N1CCN(CC1)CCC(=O)N1CCN(C2=CC=CC=C12)C1=CC=C(C=C1)F